[Ag].[Cu].[Ni] nickel-copper-silver